ClC1=NC=C(C=C1Cl)S(=O)(=O)C 2,3-Dichloro-5-(methylsulfonyl)pyridine